[N+](=O)([O-])C=1C=C(C=CC1NCC1=CC(=CC=C1)OC(F)(F)F)S(=O)(=O)NC(C1=C(C=CC=C1)OC=1C=C2C(=NC1)NC=C2)=O N-[(3-nitro-4-{[3-(trifluoromethoxy)benzyl]amino}phenyl)sulfonyl]-2-(1H-pyrrolo[2,3-b]pyridin-5-yloxy)benzamide